1-(tert-butyl) 4-(7-methoxy-4-(1-methyl-3-phenyl-1H-pyrazol-4-yl)quinazolin-6-yl) (2R,3S)-2,3-dimethylpiperazine-1,4-dicarboxylate C[C@H]1N(CCN([C@H]1C)C(=O)OC=1C=C2C(=NC=NC2=CC1OC)C=1C(=NN(C1)C)C1=CC=CC=C1)C(=O)OC(C)(C)C